2-methyl-1,3-propylene carbonate C1(OCC(CO1)C)=O